1-bromo-4-(1-phenylvinyl)benzene BrC1=CC=C(C=C1)C(=C)C1=CC=CC=C1